C(CCCC)[Zr] n-pentylzirconium